Methyl (R)-2-methyl-4-(5-(((1S,2S)-2-methylcyclopropyl)carbamoyl) thieno[2,3-d]thiazol-2-yl)piperazine-1-carboxylate C[C@H]1N(CCN(C1)C=1SC2=C(N1)SC(=C2)C(N[C@@H]2[C@H](C2)C)=O)C(=O)OC